6-bromohexyl-sulfonyl-(trifluoromethane) BrCCCCCCS(=O)(=O)C(F)(F)F